N,N-dimethyl-3-methylpentanamide CN(C(CC(CC)C)=O)C